3-Cyclopropyl-N-((S)-2-((4-(2-methoxy-1-((S)-2-oxo-4-(trifluoromethyl)imidazolidin-1-yl)ethyl)pyridin-2-yl)amino)-1-((1r,4S)-4-methylcyclohexyl)-2-oxoethyl)isoxazole-4-carboxamide C1(CC1)C1=NOC=C1C(=O)N[C@H](C(=O)NC1=NC=CC(=C1)C(COC)N1C(N[C@@H](C1)C(F)(F)F)=O)C1CCC(CC1)C